O=C(CC(=O)OCC)N[C@@H]1C[C@H](C=2C1=CC(=C1C=C(N=CC21)C2CC2)S(NCC(C)C)(=O)=O)NC2=NC1=C(N2)C=CC=C1 |r| Ethyl 3-oxo-3-[[trans-(7RS,9RS)-9-(1H-benzimidazol-2-ylamino)-3-cyclopropyl-5-(2-methylpropylsulfamoyl)-8,9-dihydro-7H-cyclopenta[h]isochinolin-7-yl]amino]propanoat